N1=NNCC1 triazaoline